C(\C=C\C=C\CCCCCCCCC)=O (E,E)-2,4-tetradecadienal